(3R,4aS,9bS)-8-fluoro-3-methyl-7-(trifluoromethyl)-1,2,3,4,4a,9b-hexahydrobenzofuro[3,2-b]pyridine hydrogen chloride Cl.FC=1C(=CC2=C(C1)[C@@H]1NC[C@@H](C[C@@H]1O2)C)C(F)(F)F